(S or R)-2-chloro-N,N-dimethyl-4-(4-(1-(2-phenyl-tetrahydrofuran-2-carbonyl)piperidin-4-yl)butoxy)benzamide ClC1=C(C(=O)N(C)C)C=CC(=C1)OCCCCC1CCN(CC1)C(=O)[C@@]1(OCCC1)C1=CC=CC=C1 |o1:25|